FC(C1=CC=C(C(=N1)OC)[C@H]1[C@H](O[C@]([C@@H]1C)(C(F)(F)F)C)C(=O)NC1=CC(=NC=C1)C(=O)N)F (2S,3S,4R,5R)-4-[[3-[6-(difluoromethyl)-2-methoxy-3-pyridinyl]-4,5-dimethyl-5-(trifluoromethyl)tetrahydrofuran-2-carbonyl]amino]pyridine-2-carboxamide